2-(DIFLUOROMETHOXY)NAPHTHALENE-8-BORONIC ACID FC(OC1=CC2=C(C=CC=C2C=C1)B(O)O)F